ClC1=CC2=C(N(C(C(N2C)=O)=O)C2CCNCC2)N=C1 4-(7-chloro-1-methyl-2,3-dioxo-2,3-dihydropyrido[2,3-b]pyrazin-4(1H)-yl)piperidine